NC=1SC2=NC(=CC=C2N1)C1=CC=C(C=C1)NC(CC)=O N-(4-(2-aminothiazolo[5,4-b]pyridin-5-yl)phenyl)propanamide